COC(=O)N1CC(C1)OC1=NC=C(C2=CC(=NC=C12)Cl)[C@](COC)(C)N=[N+]=[N-].ClC1=NC=C(C=C1C(F)(F)F)I 2-chloro-5-iodo-3-(trifluoromethyl)pyridine Methyl-(S)-3-((4-(2-azido-1-methoxypropan-2-yl)-6-chloro-2,7-naphthyridin-1-yl)oxy)azetidine-1-carboxylate